4-(6-((2-fluoro-4-(Methoxy(methyl)carbamoyl)benzyl)oxy)pyridin-2-yl)piperidine-1-carboxylic acid tert-butyl ester C(C)(C)(C)OC(=O)N1CCC(CC1)C1=NC(=CC=C1)OCC1=C(C=C(C=C1)C(N(C)OC)=O)F